OC1CC(N(C(C1)(C)C)C)(C)C 4-hydroxy-1,2,2,6,6-pentamethylpiperidin